FC=1C(=C(C=O)C=C(C1)\C=C\C1=CC=C(C=C1)S(=O)(=O)C1CCN(CC1)C)O (E)-3-fluoro-2-hydroxy-5-(4-((1-methylpiperidin-4-yl)sulfonyl)styryl)benzaldehyde